2,3-Difluoro-5-(5-((1-(methylsulfonyl)azetidin-3-yl)oxy)-1H-indazol-1-yl)phenol FC1=C(C=C(C=C1F)N1N=CC2=CC(=CC=C12)OC1CN(C1)S(=O)(=O)C)O